methyl-3,4-dihydro-pyridin-2-one-ylPyridin-2-one CC1=C(C(NC=C1)=O)C1C(NC=CC1)=O